6-((1S,3R)-3-(1-Isopropyl-3-(5-(trifluoromethyl)pyridin-3-yl)-1H-pyrazol-5-yl)cyclopentyl)-2-thia-6-azaspiro[3.4]octane 2,2-dioxide C(C)(C)N1N=C(C=C1[C@H]1C[C@H](CC1)N1CC2(CS(C2)(=O)=O)CC1)C=1C=NC=C(C1)C(F)(F)F